6-(4-chlorophenyl)-N-[(3S,4S)-4-hydroxytetrahydrofuran-3-yl]-2-(1-methyl-1H-pyrazol-4-yl)-3-oxo-2,3-dihydropyridazine-4-carboxamide ClC1=CC=C(C=C1)C=1C=C(C(N(N1)C=1C=NN(C1)C)=O)C(=O)N[C@H]1COC[C@H]1O